5-(3-isopropyl-5-(piperidin-4-yloxy)-1H-indol-2-yl)-1,3,4-trimethylpyridin-2(1H)-one C(C)(C)C1=C(NC2=CC=C(C=C12)OC1CCNCC1)C=1C(=C(C(N(C1)C)=O)C)C